(S)-cyclopentyl 2-((S)-(perfluorophenoxy)(phenoxy)phosphorylamino)propanoate FC1=C(OC2=C(OP(=O)=N[C@H](C(=O)OC3CCCC3)C)C=CC=C2)C(=C(C(=C1F)F)F)F